4-(6-(4,4-difluoropiperidine-1-carbonyl)-3H-[1,2,3]triazolo[4,5-b]pyridine-3-yl)benzoic acid FC1(CCN(CC1)C(=O)C=1C=C2C(=NC1)N(N=N2)C2=CC=C(C(=O)O)C=C2)F